FC1=CC=C(C=N1)C=1C=C2C(=CN(C2=CC1)CC(=O)N1[C@@H]2CC[C@H]([C@H]1C(NC1=NC(=CC=C1)C)=O)C2)C(=O)N 5-(6-fluoropyridin-3-yl)-1-(2-((1R,3S,4S)-3-((6-methylpyridin-2-yl)carbamoyl)-2-azabicyclo[2.2.1]heptan-2-yl)-2-oxoethyl)-1H-indole-3-carboxamide